tert-butyl 6'-chloro-8'-(2-(hydroxymethyl)thieno[3,2-b]pyridin-7-yl)-3',4'-dihydro-2'H-spiro[morpholine-2,1'-naphthalene]-4-carboxylate ClC=1C=C2CCCC3(C2=C(C1)C1=C2C(=NC=C1)C=C(S2)CO)CN(CCO3)C(=O)OC(C)(C)C